C(C1=CC=CC=C1)(=O)OC(CCC)CC(CCC)OC(C1=CC=CC=C1)=O 4,6-nonanediol dibenzoate